2-((2-(trans-4-hydroxycyclohexyl)-6-methoxy-2H-indazol-5-yl)carbamoyl)-6-isopropylpyridine 1-oxide O[C@@H]1CC[C@H](CC1)N1N=C2C=C(C(=CC2=C1)NC(=O)C1=[N+](C(=CC=C1)C(C)C)[O-])OC